L-α-aminopimelic acid N[C@H](C(=O)O)CCCCC(=O)O